C1(CC1)(C1=CC=C(C=C1)O)C1=CC=C(C=C1)O 4,4'-(cyclopropan-1,1-diyl)diphenol